N-(3-methylbut-2-en-1-yl)-N-(1,3-dimethyl-2,4-dioxo-1,2,3,4-tetrahydropyrimidin-5-yl)-2-(4-nicotinoylpiperazin-1-yl)acetamide CC(=CCN(C(CN1CCN(CC1)C(C1=CN=CC=C1)=O)=O)C=1C(N(C(N(C1)C)=O)C)=O)C